Cl.NCCCCCCCC(=O)OC Methyl 8-aminocaprylate hydrochloride